ClC1=NC=2N(C(=C1C1=C(C=C(C=C1F)F)F)N1CCC(CC1)C)N=CN2 5-chloro-7-(4-methyl-piperidin-1-yl)-6-(2,4,6-trifluorophenyl)-[1,2,4]triazolo[1,5-a]pyrimidine